ClC1=NC=CC(=N1)C=1C=C(C(N(C1)C(C)C)=O)F 5-(2-chloropyrimidin-4-yl)-3-fluoro-1-isopropylpyridin-2(1H)-one